ClC1=C(C(=CC=2C3=C(NC12)CCN([C@H]3C)C(=O)C3=NC=C(C=N3)OC)SC)Cl (S)-(6,7-dichloro-1-methyl-8-(methylthio)-1,3,4,5-tetrahydro-2H-pyrido[4,3-b]indol-2-yl)(5-methoxypyrimidin-2-yl)methanone